methyl 5-[3-[(2S)-2-[(tert-butoxycarbonyl) amino]-4-carbamoylbutanamido] phenyl]pent-4-ynoate C(C)(C)(C)OC(=O)N[C@H](C(=O)NC=1C=C(C=CC1)C#CCCC(=O)OC)CCC(N)=O